CN(/C=C/C(=O)C=1C=C(C=CC1)N(C(C)=O)C)C (E)-N-(3-(3-(dimethylamino)acryloyl)phenyl)-N-methylacetamide